C(#N)C1=C(C=CC=C1)[C@H]([C@@H](C)C=1N(C(C(=C(N1)C(=O)NC=1C=NOC1)O)=O)C)C=1C=NN(C1)CCN1CCOCC1 2-((1s,2r)-1-(2-cyanophenyl)-1-(1-(2-morpholinoethyl)-1H-pyrazol-4-yl)propan-2-yl)-5-hydroxy-N-(isoxazol-4-yl)-1-methyl-6-oxo-1,6-dihydropyrimidine-4-carboxamide